1-(4-chloro-3-fluorophenyl)-3-(3-(3-(pyrrolidin-1-yl)quinoxaline-6-carbonyl)phenyl)urea ClC1=C(C=C(C=C1)NC(=O)NC1=CC(=CC=C1)C(=O)C=1C=C2N=C(C=NC2=CC1)N1CCCC1)F